ClC=1C=C(C=CC1)NC1=NC=C(C(=N1)NN1C(OC2=C1C=CC=C2)=O)C [2-(3-chloro-phenylamino)-5-methyl-pyrimidin-4-ylamino]-3H-benzooxazol-2-one